BrCCCCOC1=CC=C(C=C1)C1(CC(=CC=C1)OC)C(C=C)=O 1-(4-(4-bromobutoxy)phenyl)-3-methoxyphenyl-2-propen-1-one